N2-(5-(5-methoxy-pyrazin-2-yl)-1,3,4-oxadiazol-2-yl)-N3,N3-dimethyl-pyridine-2,3-diamine COC=1N=CC(=NC1)C1=NN=C(O1)NC1=NC=CC=C1N(C)C